COC1=CC(=C(C(=O)O)C=C1OCCCN(C(C1=CC=CC=C1)=O)C(C#C)=O)NC(C#C)=O 4-methoxy-2-propiolamido-5-(3-(N-propioloylbenzamido)propoxy)benzoic acid